3,3-difluoro-4-pyrrolin-2-one FC1(C(NC=C1)=O)F